4,4,5,5-tetraethyl-2-(4,4,5,5-tetraethyl-1,3,2-dioxaborolan-2-yl)-1,3,2-dioxaborolane C(C)C1(OB(OC1(CC)CC)B1OC(C(O1)(CC)CC)(CC)CC)CC